O=C(NCC(=O)O)CNC(CNC(CNC(CNC(CNC(CNC(CCC)=O)=O)=O)=O)=O)=O 4,7,10,13,16,19,22-heptaoxo-3,6,9,12,15,18,21-heptaazapentacosanoic acid